ClC=1C=C(C=C(C1)Cl)[C@H](CC(=O)O)NC(=O)C1CC2(CN(C2)C(CCC2=NC=3NCCCC3C=C2)=O)C1 (S)-3-(3,5-dichlorophenyl)-3-(2-(3-(5,6,7,8-tetrahydro-1,8-naphthyridin-2-yl)propanoyl)-2-azaspiro[3.3]heptane-6-carboxamido)propanoic acid